ClC=1C=C2C(=CC(=NC2=CC1)C(F)(F)F)N[C@@H]1C[C@@H](CCC1)NC(=O)C=1C=NN(C1)C1=NC=CC(=C1)C N-[(1R,3S)-3-{[6-chloro-2-(trifluoromethyl)quinolin-4-yl]amino}cyclohexyl]-1-(4-methylpyridin-2-yl)-1H-pyrazole-4-carboxamide